OC[C@@H]1CC[C@H](CC1)NC(OCC1=CC=CC=C1)=O benzyl (trans-4-(hydroxymethyl)cyclohexyl)carbamate